2-(1-fluorocyclopentyl)-N-(4-(methylsulfonyl)but-3-en-2-yl)-4-phenoxypyrimidine-5-carboxamide FC1(CCCC1)C1=NC=C(C(=N1)OC1=CC=CC=C1)C(=O)NC(C)C=CS(=O)(=O)C